3-(4-(6-azabicyclo[3.1.1]heptan-3-yl)-6,7-difluoro-1-oxoisoindolin-2-yl)piperidine-2,6-dione C12CC(CC(N1)C2)C2=C1CN(C(C1=C(C(=C2)F)F)=O)C2C(NC(CC2)=O)=O